2-phenoxy-acetamide O(C1=CC=CC=C1)CC(=O)N